N-(1H-benzo[d]imidazol-2-yl)-4-(4-(cyclopropylmethyl)piperazin-1-yl)quinazolin-2-amine N1C(=NC2=C1C=CC=C2)NC2=NC1=CC=CC=C1C(=N2)N2CCN(CC2)CC2CC2